C1(=CC=CC=C1)N1C=NC2=C1C=CC=C2 1-phenyl-1H-benzimidazole